10-bromodecyltriethoxysilane BrCCCCCCCCCC[Si](OCC)(OCC)OCC